N-({4-[2-(2-aminopyridin-3-yl)-5-(pyridin-3-yl)imidazo[4,5-b]pyridin-3-yl]phenyl}methyl)-1-(4-formyl-3-hydroxyphenyl)cyclopropane-1-carboxamide NC1=NC=CC=C1C1=NC=2C(=NC(=CC2)C=2C=NC=CC2)N1C1=CC=C(C=C1)CNC(=O)C1(CC1)C1=CC(=C(C=C1)C=O)O